N-[[4-[6-[4-[[4-[4-[(2,6-dioxo-3-piperidyl)amino]phenyl]-1-piperidyl]methyl]phenyl]pyrrolo[2,1-f][1,2,4]triazin-4-yl]-2-methyl-phenyl]methyl]-5-methoxy-pyridine-2-carboxamide O=C1NC(CCC1NC1=CC=C(C=C1)C1CCN(CC1)CC1=CC=C(C=C1)C=1C=C2C(=NC=NN2C1)C1=CC(=C(C=C1)CNC(=O)C1=NC=C(C=C1)OC)C)=O